COC1=C(C=CC=C1)S(=O)(=O)NC1=NOC2=C1CC1(C3=CC=C(C=C32)N3CC2(CCC2)CC3=O)CC1 2-Methoxy-N-(8'-(7-oxo-6-azaspiro[3.4]octan-6-yl)-4'H-spiro[cyclopropane-1,5'-naphtho[2,1-d]isoxazol]-3'-yl)benzenesulfonamide